OC1C(CN(CC1)CC(CNC(=O)C1=CC2=C(S1)CCCCCC2)(C)C)(C)C N-[3-(4-hydroxy-3,3-dimethylpiperidin-1-yl)-2,2-dimethylpropyl]-4,5,6,7,8,9-hexahydrocycloocta[b]thiophene-2-carboxamide